3-(6-(4-((4-(5-chloro-2-(3-methyl-1H-1,2,4-triazol-1-yl)pyrimidin-4-yl)piperazin-1-yl)methyl)benzyl)-2-oxobenzo[cd]indol-1(2H)-yl)piperidine-2,6-dione ClC=1C(=NC(=NC1)N1N=C(N=C1)C)N1CCN(CC1)CC1=CC=C(CC=2C=3C4=C(C(N(C4=CC2)C2C(NC(CC2)=O)=O)=O)C=CC3)C=C1